NC=1C(=C(C=CC1)C=1C(=C(C=CC1)NC(=O)C1=NN2C(C(CCC2)NC(C(=O)OC)(C)C)=C1)Cl)Cl methyl 2-[[2-[[3-(3-amino-2-chloro-phenyl)-2-chloro-phenyl]carbamoyl]-4,5,6,7-tetrahydropyrazolo[1,5-a]pyridin-4-yl]amino]-2-methyl-propanoate